N-ethyl-5-fluoro-2-[6-({1-[(3S)-6-[(2-methoxyethyl)(methyl)amino]-2-methylhexane-3-yl]azetidin-3-yl}methyl)-4-methylpyrrolo[1,2-a]pyrazin-8-yl]-N-(isopropyl)benzamide C(C)N(C(C1=C(C=CC(=C1)F)C=1C=C(N2C1C=NC=C2C)CC2CN(C2)[C@H](C(C)C)CCCN(C)CCOC)=O)C(C)C